ClCC#CC=1C=C2C(N(C(C2=CC1)=O)C1C(NC(CC1)=O)=O)=O 5-(3-chloropropyn-1-yl)-2-(2,6-dioxopiperidin-3-yl)isoindoline-1,3-dione